(S)-1-((S)-1-(3-Amino-5-fluoro-4-hydroxyphenyl)-2-methoxyethyl)-4-(trifluoromethyl)imidazolidin-2-one NC=1C=C(C=C(C1O)F)[C@@H](COC)N1C(N[C@@H](C1)C(F)(F)F)=O